(R)-5-(3-chloro-8-(3,3-difluoro-4-methylpyrrolidin-1-yl)imidazo[1,2-b]pyridazin-6-yl)pyrimidine-2,4(1H,3H)-dione ClC1=CN=C2N1N=C(C=C2N2CC([C@@H](C2)C)(F)F)C=2C(NC(NC2)=O)=O